C(C=C)OC=1C=C(C=CC1OCC=C)CC(=O)O 3,4-diallyloxyphenylacetic acid